Cl.[N+](=O)([O-])C1=CC=C(C=C1)[C@H](C)N (S)-1-(4-nitrophenyl)ethylamine hydrochloride